ClC=1C=C(C(=O)N([C@@H](CN2CCCC2)C(C)C)C)C=CC1Cl (R)-3,4-Dichloro-N-methyl-N-(3-methyl-1-(pyrrolidin-1-yl)butan-2-yl)benzamide